tert-butyl 4-[5-[3-[3-[[ethyl(methyl)sulfamoyl]amino]-2,6-difluoro-benzoyl]-1-trityl-pyrrolo[2,3-b]pyridin-5-yl]-3-methylsulfonyl-2-pyridyl]piperazine-1-carboxylate C(C)N(S(=O)(=O)NC=1C(=C(C(=O)C2=CN(C3=NC=C(C=C32)C=3C=C(C(=NC3)N3CCN(CC3)C(=O)OC(C)(C)C)S(=O)(=O)C)C(C3=CC=CC=C3)(C3=CC=CC=C3)C3=CC=CC=C3)C(=CC1)F)F)C